4-[2-(hydroxymethyl)phenyl]sulfanyl-6-[1-[(3S)-3-piperidyl]pyrazol-4-yl]pyrazolo[1,5-a]pyridine-3-carbonitrile OCC1=C(C=CC=C1)SC=1C=2N(C=C(C1)C=1C=NN(C1)[C@@H]1CNCCC1)N=CC2C#N